N1(CCCCC1)C1=C(C=C(C=C1)C(F)(F)F)NS(=O)(=O)C1=CC=C(C=C1)NC(NCC=1C=NC=CC1)=O 3-(4-{[2-(piperidin-1-yl)-5-(trifluoromethyl)phenyl]sulfamoyl}phenyl)-1-(pyridin-3-ylmethyl)urea